bis(2'-methyl-4'-hydroxyphenyl)phenol CC1=C(C=CC(=C1)O)C=1C(=C(C=CC1)O)C1=C(C=C(C=C1)O)C